BrCCCCC(=O)OC(C)(C)C tert-butyl 5-bromopentanoate